benzyl N-[1,1-dioxo-3-[4-(4,4,5,5-tetramethyl-1,3,2-dioxaborolan-2-yl)phenyl]thietan-3-yl]carbamate O=S1(CC(C1)(C1=CC=C(C=C1)B1OC(C(O1)(C)C)(C)C)NC(OCC1=CC=CC=C1)=O)=O